CCCCCCCCCCCCCCCC(=O)O[C@H](COC(=O)CCCCCCC/C=C\\CCCCCCCC)COP(=O)(O)OC[C@H](COP(=O)(O)O)O The molecule is a 3-(3-sn-phosphatidyl)-sn-glycerol 1-phosphate in which the phosphatidyl acyl groups at positions 1 and 2 are specified as oleoyl and hexadecanoyl respectively. It has a role as a Brassica napus metabolite. It derives from a hexadecanoic acid and an oleic acid.